(S)-((3-((2-oxido-1,3,2-dioxaphospholan-2-yl)oxy)propane-1,2-diyl)bis(oxy))bis(6-oxohexane-6,1-diyl) bis(2-octyldecanoate) C(CCCCCCC)C(C(=O)OCCCCCC(=O)O[C@@H](COC(CCCCCOC(C(CCCCCCCC)CCCCCCCC)=O)=O)COP1(OCCO1)=O)CCCCCCCC